ClC=1C=C2CCC[C@]3(C2=CC1)CN(C1=C(OC3)C=CC(=C1)C(=O)OC(C)(C)C)C[C@@H]1[C@](CC1)(C)C(=O)OC (S)-TERT-BUTYL 6'-CHLORO-5-(((1S,2R)-2-(METHOXYCARBONYL)-2-METHYLCYCLOBUTYL)METHYL)-3',4,4',5-TETRAHYDRO-2H,2'H-SPIRO[BENZO[B][1,4]OXAZEPINE-3,1'-NAPHTHALENE]-7-CARBOXYLATE